C(#N)C(C(=O)Cl)=CC1=CC(=C(C(=C1)[N+](=O)[O-])O)OC 2-cyano-3-(3-methoxy-4-hydroxy-5-nitrophenyl)acryloyl chloride